tert-butyl (3S)-3-{[7-(7-fluoro-2-methylindazol-5-yl)-1,8-naphthyridin-3-yl](methyl)amino}pyrrolidine-1-carboxylate FC1=CC(=CC2=CN(N=C12)C)C1=CC=C2C=C(C=NC2=N1)N([C@@H]1CN(CC1)C(=O)OC(C)(C)C)C